(R)-1-(piperidin-4-yl)ethanol N1CCC(CC1)[C@@H](C)O